6-chloro-3-(4-benzyl-2-oxo-oxazolidin-3-yl)-4-oxo-1,4-dihydroquinoline ClC=1C=C2C(C(=CNC2=CC1)N1C(OCC1CC1=CC=CC=C1)=O)=O